COC1=CC=C(C=C1)C1CC=2C=NN(C(C2CC1)=O)C1=NC=CC=C1 6-(4-Methoxyphenyl)-2-(pyridin-2-yl)-5,6,7,8-tetrahydrophthalazin-1(2H)-one